O[C@H]1C2CCC(C1)N2CC(=O)C2=C(N(C(=C2)C)C2=CC=C(C#N)C=C2)C (+-)-4-(3-(2-((2R)-2-hydroxy-7-azabicyclo[2.2.1]heptan-7-yl)acetyl)-2,5-dimethyl-1H-pyrrol-1-yl)benzonitrile